BrC=1C=C2C(=NC=NC2=CC1)NC1=C(C2=C(C=NS2)C=C1)F N-(6-bromoquinazolin-4-yl)-7-fluoro-1,2-benzothiazol-6-amine